2,3,4-triaminopyridine NC1=NC=CC(=C1N)N